racemic-N-Methyl-DL-Phenylalaninol CN[C@@H](CC1=CC=CC=C1)CO |r|